COC(=O)C1=CC=C(C=C1)C=1N=C(N(C1C1=CC(=CC2=CC=CC=C12)OCOC)C)C1CC2(CN(C2)C(=O)OC(C)(C)C)C1 tert-butyl 6-[4-(4-methoxycarbonylphenyl)-5-[3-(methoxymethoxy)-1-naphthyl]-1-methyl-imidazol-2-yl]-2-azaspiro[3.3]heptane-2-carboxylate